(R)-1-(1-(4-(Methylsulfonyl)benzyl)-1H-benzo[d]imidazol-2-yl)piperidin-3-amin CS(=O)(=O)C1=CC=C(CN2C(=NC3=C2C=CC=C3)N3C[C@@H](CCC3)N)C=C1